3-((6-Fluoro-4-(methylsulfonyl)-1-toluenesulfonyl-1H-indol-5-yl)oxy)benzonitrile FC1=C(C(=C2C=CN(C2=C1)S(=O)(=O)CC1=CC=CC=C1)S(=O)(=O)C)OC=1C=C(C#N)C=CC1